3-(2-hydroxy-3-isopropylphenyl)-N-methylbutanamide OC1=C(C=CC=C1C(C)C)C(CC(=O)NC)C